ClC=1SC2=C(N1)C(=CC=C2)NC(=O)C=2C=CC=C1C=CC(OC21)=O N-(2-chlorobenzo[d]thiazole-4-yl)-2-oxo-2H-chromene-8-carboxamide